Tetrapropyl-phosphonium hydroxide [OH-].C(CC)[P+](CCC)(CCC)CCC